((((9H-fluoren-9-yl) methoxy) carbonyl) amino)-4-(ethylsulfanyl)-4-oxobutanoate C1=CC=CC=2C3=CC=CC=C3C(C12)COC(=O)NC(C(=O)[O-])CC(=O)SCC